C(CCCCCC(=O)ON1C(CCC1=O)=O)(=O)OC(C)C1=C(C=C(C(=C1)OC)OC(C=C)=O)[N+](=O)[O-] 1-(1-(4-(acryloyloxy)-5-methoxy-2-nitrophenyl)ethyl) 7-(2,5-dioxopyrrolidin-1-yl) heptanedioate